Methyl 3-(4-bromo-1-(2-(tert-butoxy)-2-oxoethyl)-6,7-dichloro-1H-indol-2-yl)propanoate BrC1=C2C=C(N(C2=C(C(=C1)Cl)Cl)CC(=O)OC(C)(C)C)CCC(=O)OC